7-bromo-3-(2-chloro-6-fluoro-phenyl)-6-fluoro-1-isopropylcinnolin-4(1H)-one BrC1=C(C=C2C(C(=NN(C2=C1)C(C)C)C1=C(C=CC=C1F)Cl)=O)F